CC(C)C1=CCCCC1 propan-2-ylcyclohexene